ClC=1C(=C(N[C@H](C(=O)N2[C@@H]3CC([C@H]([C@H]2C(=O)N[C@@H](C[C@@H]2C(NCCC2)=O)C#N)CC3)(F)F)C)C=CC1)C (1S,3S,4S)-2-[(2S)-2-(3-chloro-2-methyl-anilino)propanoyl]-N-[(1S)-1-cyano-2-[(3R)-2-oxo-3-piperidyl]ethyl]-5,5-difluoro-2-azabicyclo[2.2.2]octane-3-carboxamide